N[C@H](C(=O)N[C@H](C(=O)OCC)CC1=CC=C(C=C1)F)CC1=CC=C(C=C1)N(CCCl)CCCl Ethyl (2S)-2-[[(2S)-2-amino-3-[4-[bis(2-chloroethyl)amino]phenyl]propanoyl]amino]-3-(4-fluorophenyl)propanoate